(((oxybis(ethane-2,1-diyl))bis(oxy))bis(ethane-2,1-diyl))bis(5-methoxy-2-nitrobenzaldehyde) O(CCOCCC=1C(=C(C=O)C=C(C1)OC)[N+](=O)[O-])CCOCCC=1C(=C(C=O)C=C(C1)OC)[N+](=O)[O-]